(3,4-dihydroquinolin-1(2H)-yl)(4-(5-(trifluoromethyl)-5-(4-(trifluoromethyl)phenyl)-4,5-dihydroisoxazol-3-yl)phenyl)methanone (9H-fluoren-9-yl)methyl-2,5-dioxopyrrolidine-1-carboxylate C1=CC=CC=2C3=CC=CC=C3C(C12)COC(=O)N1C(CCC1=O)=O.N1(CCCC2=CC=CC=C12)C(=O)C1=CC=C(C=C1)C1=NOC(C1)(C1=CC=C(C=C1)C(F)(F)F)C(F)(F)F